tert-butyl 8-(3,3-dimethyl-2-oxoindolin-6-yl)-3,8-diazabicyclo[3.2.1]octane-3-carboxylate CC1(C(NC2=CC(=CC=C12)N1C2CN(CC1CC2)C(=O)OC(C)(C)C)=O)C